1-(3-pyrimidin-2-ylpyrazin-2-yl)ethanamine N1=C(N=CC=C1)C=1C(=NC=CN1)C(C)N